C(C)C=1C(NC=2C=C(C=NC2C1)CN1CCC=CC1)=O 1-((7-Ethyl-6-oxo-5,6-dihydro-1,5-naphthyridin-3-yl)methyl)-1,2,3,6-tetrahydropyridine